C(CC\C=C\CCCCC)O (E)-4-decen-ol